4-[2,4-difluoro-6-(2-methoxyethoxy)phenyl]-7-(1-methylindol-5-yl)thieno[2,3-c]pyridin-5-ol FC1=C(C(=CC(=C1)F)OCCOC)C1=C2C(=C(N=C1O)C=1C=C3C=CN(C3=CC1)C)SC=C2